C(#N)C1=CC(=C(OC=2N=NC(=C(C2C(=O)NC2=CC(=CC=C2)[S@@](=O)(C)=N)C)C2=CC=C(C=C2)C)C=C1)OC 3-(4-cyano-2-methoxyphenoxy)-N-{3-[(S)-imino(methyl)oxo-λ6-sulfanyl]phenyl}-5-methyl-6-(4-methylphenyl)pyridazine-4-carboxamide